6,N-diphenylbenzo[b]naphtho[1,2-d]furan-3-amine C1(=CC=CC=C1)C1=CC=2C=C(C=CC2C=2C3=C(OC21)C=CC=C3)NC3=CC=CC=C3